3-(2-ethylphenyl)propanenitrile C(C)C1=C(C=CC=C1)CCC#N